6-methoxybenzo[d]oxazole-2-carboxylic acid COC1=CC2=C(N=C(O2)C(=O)O)C=C1